(±)-trans-1-((4-chloro-1H-indol-2-yl)methyl)-8-((6-(2-(hydroxymethyl)cyclopropyl)pyridin-2-yl)amino)-3,7-dimethyl-1H-purine-2,6(3H,7H)-dione ClC1=C2C=C(NC2=CC=C1)CN1C(N(C=2N=C(N(C2C1=O)C)NC1=NC(=CC=C1)[C@H]1[C@@H](C1)CO)C)=O |r|